C1(=C(C=CC=C1)C1=C(C2=C(OC3=C2C=CC=C3)C=C1)C1=NN=NC(=C1C1=C(C(=CC=3C2=CC=CC=C2CC13)C)C)C1=CC=CC=C1)C1=CC=CC=C1 (biphenylyl)[(Phenyl)(dimethylfluorenyl)triazinyl]dibenzofuran